The molecule is a fatty alcohol that is nonacosane substituted by a hydroxy group at position 10. It has a role as a plant metabolite. It derives from a hydride of a nonacosane. CCCCCCCCCCCCCCCCCCCC(CCCCCCCCC)O